C1(C(C(=C(C=C1)C(=O)O)C(=O)O)C(=O)O)(C1=CC=CC=C1)C(=O)O 1,2,3,4-biphenyltetracarboxylic acid